C(N)(=O)C=1C(=NC(=C(C(=O)O)C1N1CC(CC1)C(NCC1=CC(=C(C=C1)F)F)=O)CCC1=CC=C(C=C1)F)CC(C)C 5-carbamoyl-4-(3-((3,4-difluorobenzyl)carbamoyl)pyrrolidin-1-yl)-2-(4-fluorophenethyl)-6-isobutylnicotinic acid